(S)-pyrrolidin-3-yl-methanol N1C[C@H](CC1)CO